1-methylpyridin CN1CC=CC=C1